3-(phenylsulfonamido)-N-(pyridin-3-yl)benzamide C1(=CC=CC=C1)S(=O)(=O)NC=1C=C(C(=O)NC=2C=NC=CC2)C=CC1